methyl 2-[tert-butoxycarbonyl(methyl)amino]-5-[(3S)-tetrahydrofuran-3-yl]oxy-pyridine-3-carboxylate C(C)(C)(C)OC(=O)N(C1=NC=C(C=C1C(=O)OC)O[C@@H]1COCC1)C